3-((2S)-3-(8-(4'-(aminomethyl)-4-chlorobiphenyl-3-ylsulfonyl)-1-oxa-8-azaspiro[4.5]decan-3-ylamino)-2-hydroxypropoxy)-N-methylbenzenesulfonamide NCC1=CC=C(C=C1)C1=CC(=C(C=C1)Cl)S(=O)(=O)N1CCC2(CC(CO2)NC[C@@H](COC=2C=C(C=CC2)S(=O)(=O)NC)O)CC1